3-(4-phenyl-1-piperidyl)aniline C1(=CC=CC=C1)C1CCN(CC1)C=1C=C(N)C=CC1